C1(CC1)C1=C(C(=O)OC)C=C(C(=C1)CN1CCC2(CC(N(C2)C2=CC=C(C=C2)C(=O)N2CCC(CC2)S(N)(=O)=O)=O)CC1)OCC methyl 2-cyclopropyl-5-ethoxy-4-((3-oxo-2-(4-(4-sulfamoylpiperidine-1-carbonyl)phenyl)-2,8-diazaspiro[4.5]decan-8-yl)methyl)benzoate